C(#N)N1CC=2N(N=C(C2C1)CNC(C1=CC=C(C=C1)C)=O)C1=CC=CC=C1 N-((5-cyano-1-phenyl-1,4,5,6-tetrahydropyrrolo[3,4-c]pyrazol-3-yl)methyl)-4-methylbenzamide